N1=CC=C(C2=CC=CC=C12)OC=1C=C(C(=O)O)C=CC1 3-(4-quinolinyloxy)benzoic acid